6-[4-(Dibutoxymethyl)piperidin-1-yl]pyridazine-3-carboxylic acid C(CCC)OC(C1CCN(CC1)C1=CC=C(N=N1)C(=O)O)OCCCC